lauryl-sulfonate sodium salt [Na+].C(CCCCCCCCCCC)S(=O)(=O)[O-]